(5'S,7a'R)-1-(5-chloropyrimidin-2-yl)-5'-(3,5-difluorophenyl)tetrahydro-3'H-spiro[piperidine-4,2'-pyrrolo[2,1-b][1,3]oxazol]-3'-one ClC=1C=NC(=NC1)N1CCC2(C(N3[C@H](O2)CC[C@H]3C3=CC(=CC(=C3)F)F)=O)CC1